1-methyl-2,4-bis(N'-n-octadecylureido)benzene CC1=C(C=C(C=C1)NC(=O)NCCCCCCCCCCCCCCCCCC)NC(=O)NCCCCCCCCCCCCCCCCCC